Methyl-2-(3,4-dichlorophenyl)-5-[1-(phenylsulfonyl)-1H-pyrrolo[2,3-b]pyridin-4-yl]-1H-pyrrole-3-carboxylate COC(=O)C1=C(NC(=C1)C1=C2C(=NC=C1)N(C=C2)S(=O)(=O)C2=CC=CC=C2)C2=CC(=C(C=C2)Cl)Cl